C(C)(C)(C)OC(=O)N1[C@@](CCC(C1)=O)(C(=O)O)C (S)-2-methyl-5-oxopiperidine-1,2-dicarboxylic acid 1-tert-butyl ester